N-methylpentanamide formate C(=O)O.CNC(CCCC)=O